C(C)OC=1C=CC=2N(C=3C=CC=CC3C2N1)CC1=CC=C(CP(OC(C)(C)C)(OC(C)(C)C)=O)C=C1 di-tert-butyl (4-((2-ethoxy-5H-pyrido[3,2-b]indol-5-yl)methyl)benzyl)phosphonate